(S)-N-(7-(2-chloro-5-fluorophenyl)-9-oxo-2,3,8,9-tetrahydro-7H-[1,4]dioxino[2,3-e]isoindol-6-yl)benzo[d]isothiazole-3-carboxamide ClC1=C(C=C(C=C1)F)[C@H]1NC(C2=C3C(=CC(=C12)NC(=O)C1=NSC2=C1C=CC=C2)OCCO3)=O